CNCCCCCCCCC=CCC=CCCCCC N-methyl-octadeca-9,12-dien-1-amine